ClC=1C=C(C=CC1)C=1N(C2=CC=CC(=C2C1)NC1CCS(CC1)(=O)=O)CC(F)(F)F 4-{[2-(3-chlorophenyl)-1-(2,2,2-trifluoroethyl)-1H-indol-4-yl]amino}-1λ6-thiane-1,1-dione